C(C)N(C1=CC(=C(C=C1)C1(OC(=O)C2=CC=CN=C12)C1=C(N(C2=CC=CC=C12)CCCCCCCC)C)OCC)CC 3-(4-diethylamino-2-ethoxyphenyl)-3-(1-octyl-2-methylindol-3-yl)-4-azaphthalide